C1(CCCCC1)NC(OC1=CC(=C(C=C1)O)C=1C=NC=C(C1)C1=NN=NN1COCC[Si](C)(C)C)=O 4-hydroxy-3-(5-(1-((2-(trimethylsilyl)ethoxy)methyl)-1H-tetrazol-5-yl)pyridin-3-yl)phenyl cyclohexylcarbamate